(S)-ethyl 8-(2-amino-6-((R)-2,2,2-trifluoro-1-(2-(3-methyl-1H-pyrazol-1-yl)-5-propylphenyl)ethoxy)pyrimidin-4-yl)-2,8-diazaspiro[4.5]decane-3-carboxylate NC1=NC(=CC(=N1)N1CCC2(C[C@H](NC2)C(=O)OCC)CC1)O[C@@H](C(F)(F)F)C1=C(C=CC(=C1)CCC)N1N=C(C=C1)C